C1(=CC=CC=C1)P(O)(O)=O P-phenylphosphonic acid